tert-butyl (3R)-3-[(1,3-dioxo-1,3-dihydro-2H-isoindol-2-yl)methyl]morpholine-4-carboxylate O=C1N(C(C2=CC=CC=C12)=O)C[C@H]1N(CCOC1)C(=O)OC(C)(C)C